dichloro(tricyclohexylphosphine) ClC1(CCC(CC1)P(C1CCCCC1)C1CCCCC1)Cl